(S)-8-((3-((tert-butyldiphenylsilyl)oxy)-2-(pyrazin-2-yloxy)propyl)thio)-7-chloro-6-(trifluoromethyl)quinazoline-2,4(1H,3H)-dione [Si](C1=CC=CC=C1)(C1=CC=CC=C1)(C(C)(C)C)OC[C@@H](CSC=1C(=C(C=C2C(NC(NC12)=O)=O)C(F)(F)F)Cl)OC1=NC=CN=C1